ClC=1C=NC(=C(C(=O)NC2CCC(CC2)CN2C(N(C3=C2C=CC=C3)C3=CC(=CC=C3)F)=O)C1)C 5-chloro-N-((1r,4r)-4-((3-(3-fluorophenyl)-2-oxo-2,3-dihydro-1H-benzo[d]imidazol-1-yl)methyl)cyclohexyl)-2-methyl-nicotinamide